6-(1-methanesulfonyl-piperidin-4-ylmethoxy)-8-methyl-2-thieno[2,3-c]pyridin-5-yl-3H-quinazolin-4-one CS(=O)(=O)N1CCC(CC1)COC=1C=C2C(NC(=NC2=C(C1)C)C=1C=C2C(=CN1)SC=C2)=O